tert-butyl 3-[3-[1,3-dioxo-2-(2-oxo-3-piperidyl)isoindolin-4-yl]prop-2-ynoxy]propanoate O=C1N(C(C2=C(C=CC=C12)C#CCOCCC(=O)OC(C)(C)C)=O)C1C(NCCC1)=O